1-[4-[4-(4-Oxo-3H-quinazolin-2-yl)piperazine-1-carbonyl]phenyl]cyclopentane-1-carbonitrile O=C1NC(=NC2=CC=CC=C12)N1CCN(CC1)C(=O)C1=CC=C(C=C1)C1(CCCC1)C#N